O=C1NC(CCC1N1C(C2=CC=C(C=C2C1=O)N1CC2(CCC1)CCN(CC2)CC2CCN(CC2)C2CCN(CC2)C(=O)OC(C)(C)C)=O)=O tert-butyl 4-((2-(2-(2,6-dioxopiperidin-3-yl)-1,3-dioxoisoindolin-5-yl)-2,9-diazaspiro[5.5]undecan-9-yl)methyl)-[1,4'-bipiperidine]-1'-carboxylate